trimethoxypentamethyl-cyclopentadienyl-titanium (IV) CO[Ti](C1(C(=C(C(=C1C)C)C)C)C)(OC)OC